5-(3-acetyl-1-(2-((1R,3S,5R)-3-((6-bromo-3-methylpyridin-2-yl)carbamoyl)-5-methyl-2-azabicyclo[3.1.0]hexan-2-yl)-2-oxoethyl)-1H-indazol-5-yl)-2-methylpyrimidine-1-oxide C(C)(=O)C1=NN(C2=CC=C(C=C12)C=1C=NC(=[N+](C1)[O-])C)CC(=O)N1[C@@H]2C[C@@]2(C[C@H]1C(NC1=NC(=CC=C1C)Br)=O)C